2-iodo-3,3,3-trifluoropropene IC(=C)C(F)(F)F